ClC1=CC=C2C(=CN=CC2=C1)N1C(NC(CC1)=O)=O (7-chloroisoquinolin-4-yl)dihydropyrimidine-2,4(1H,3H)-dione